FC1=CC(=C(C=C1C=1C=NC(=NC1)N1CCOCC1)C1(OC=CC1)C(=O)N)N1C[C@H](N(CC1)C)C 2-[4-fluoro-5-(2-morpholin-4-ylpyrimidin-5-yl)-2-[(3R)-3,4-dimethylpiperazin-1-yl]phenyl]furan-2-carboxamide